(S)-4-phenyloxazolidin-2-one-5,5-d2 tert-butyl-1,4-diazaheptane-1-carboxylate C(C)(C)(C)OC(=O)NCCNCCC.C1(=CC=CC=C1)[C@@H]1NC(OC1([2H])[2H])=O